C1(=CC(=CC=C1)S(=O)(=O)O)C1=CC=CC=C1 [1,1'-biphenyl]-3-sulfonic acid